(E)-N-((6-fluoro-5-(1-methylcyclopropyl)pyridin-2-yl)methylene)-2-methylpropane-2-sulfinamide FC1=C(C=CC(=N1)\C=N\S(=O)C(C)(C)C)C1(CC1)C